2-bromothieno[2,3-b]thiophene BrC1=CC2=C(SC=C2)S1